8-amino-9-(2-chloro-3-hydroxy-6-methylphenyl)-5-methyl-9H-pyrrolo[2,3-c][1,2,4]triazolo[1,5-a]pyridine-7-carboxamide NC1=C(C2=C(C=3N(C(=C2)C)N=CN3)N1C1=C(C(=CC=C1C)O)Cl)C(=O)N